C(C)(=O)NCCCCNS(=O)(=O)C=1C=C(C=CC1C)NC(CN1N=CC(=C(C1=O)Cl)Cl)=O N-[3-(4-acetamidobutylsulfamoyl)-4-methyl-phenyl]-2-(4,5-dichloro-6-oxo-pyridazin-1-yl)acetamide